BrC1(C=CC(=NN1)C1C(S(CC1=O)CC1=C(C=CC=C1F)F)=O)OC 6-bromo-1-(2,6-difluorobenzyl)-3-(6-methoxypyridazin-3-yl)-2,4-dioxo-1,2,3,4-tetrahydrothiophene